ClC1=CC(=NC(=C1O)Cl)C(=O)NC1=C2C(N(C(=NC2=C(C=C1)C)C)CC1=NC=CC=C1F)=O 4,6-dichloro-N-(3-((3-fluoropyridin-2-yl)methyl)-2,8-dimethyl-4-oxo-3,4-dihydroquinazolin-5-yl)-5-hydroxypicolinamide